FC(C)(F)C=1C=C(C=CC1)NC(=O)C=1C(=NC(=NC1)C1=CC=C(C=C1)OC(F)F)C N-[3-(1,1-difluoroethyl)phenyl]-2-[4-(difluoromethoxy)phenyl]-4-methyl-pyrimidine-5-carboxamide